(5-amino-3-methyl-6-phenyl-[2,3'-bipyridyl]-6'-yl)methanol NC=1C=C(C(=NC1C1=CC=CC=C1)C=1C=NC(=CC1)CO)C